ClC=1C=C(C=NC1OC)C=1C=2N(C(=NC1C1=CC=C(C#N)C=C1)N1CCC(CC1)N(C)C)C=CN2 4-{8-(5-chloro-6-methoxypyridin-3-yl)-5-[4-(dimethylamino)piperidin-1-yl]imidazo[1,2-c]pyrimidin-7-yl}benzonitrile